tert-butyl N-[1-(2-[2-(pyridin-3-yl)quinazolin-4-yl]amino-2,3-dihydro-1H-inden-5-yl)-4,7,10,13-tetraoxaoctadec-1-yn-18-yl]carbamate N1=CC(=CC=C1)C1=NC2=CC=CC=C2C(=N1)NC1CC2=CC=C(C=C2C1)C#CCOCCOCCOCCOCCCCCNC(OC(C)(C)C)=O